rel-1-[(3R)-2,3-dihydrothieno[3,2-b]pyridin-3-yl]methylamine dihydrochloride Cl.Cl.S1C[C@@H](C2=NC=CC=C21)CN |o1:4|